4-(4-methylphenyl)-1-[1-(4-methylphenyl)vinyl]pyrazole-3-carboxylic acid ethyl ester C(C)OC(=O)C1=NN(C=C1C1=CC=C(C=C1)C)C(=C)C1=CC=C(C=C1)C